N1N=C(N=C1)NC=1N=CC2=C(N1)N1C(C(=C2)C=2C=C(C=CC2C)NC(=O)C2=NC=CC(=C2)C(F)(F)F)=NCC1 N-(3-(2-((1H-1,2,4-triazol-3-yl)amino)-8,9-dihydroimidazo[1',2':1,6]pyrido[2,3-d]pyrimidin-6-yl)-4-methylphenyl)-4-(trifluoromethyl)pyridineamide